FC(OC1=C(C=C(C(=O)N)C=C1)OC)F 4-difluoromethoxy-3-methoxybenzamide